tert-butyl 4-(2-(3,4-dimethoxyphenyl)-3-ethyl-6-methyl-1H-indol-5-yl)-5,6-dihydropyridine-1(2H)-carboxylate COC=1C=C(C=CC1OC)C=1NC2=CC(=C(C=C2C1CC)C1=CCN(CC1)C(=O)OC(C)(C)C)C